7-cyclopropyl-4-((2-(dimethylamino)-ethyl)amino)-1-(2-methylpyridin-3-yl)-quinazolin-2(1H)-one C1(CC1)C1=CC=C2C(=NC(N(C2=C1)C=1C(=NC=CC1)C)=O)NCCN(C)C